NC1=C(C(=O)C2=C(C=CC=C2)Cl)C=C(C=C1)Cl 2-amino-2',5-dichlorobenzophenone